Cl.F[C@@H]1[C@@H](CNC1)N(C)C (3R,4S)-4-fluoro-N,N-dimethylpyrrolidin-3-amine hydrochloride